C(C)(C)(C)OC(=O)N1C[C@H](N(CC1)C1=NC=C(C=C1)N1C(N(C(CC1)=O)CC1=C(C=C(C=C1)OC)OC)=O)C tert-butyl-(R)-4-(5-(3-(2,4-dimethoxybenzyl)-2,4-dioxotetrahydropyrimidin-1(2H)-yl)pyridin-2-yl)-3-methylpiperazine-1-carboxylate